sodium (methyl) allylsulfonate C(C=C)S(=O)(=O)OC.[Na]